C(C(=O)C(=O)O)S(=O)O The molecule is a pyruvic acid compound having a 3-sulfinyl substituent. It has a role as a human metabolite and a mouse metabolite. It is a sulfur-containing carboxylic acid, an organosulfinic acid and a 2-oxo monocarboxylic acid. It derives from a pyruvic acid. It is a conjugate acid of a 3-sulfinatopyruvate(2-).